4-ethyl-2,3-dimethylphenol C(C)C1=C(C(=C(C=C1)O)C)C